FC=1C=C2CCCC(C2=C(C1)F)=O 6,8-difluoro-1-tetralone